N-methyl-pyrrolidone propionate C(CC)(=O)O.CN1C(CCC1)=O